8-chloro-N-(1-cyanocyclopropyl)-3-(5-(difluoromethyl)thiazol-2-yl)-1-iodoimidazo[1,5-a]pyridine-6-sulfonamide ClC=1C=2N(C=C(C1)S(=O)(=O)NC1(CC1)C#N)C(=NC2I)C=2SC(=CN2)C(F)F